CN1C(N(C2=C1C(=CC=C2)N2CCC(CC2)CN2CCNCC2)C2C(NC(CC2)=O)=O)=O 3-[3-Methyl-2-oxo-4-[4-(piperazin-1-ylmethyl)-1-piperidinyl]benzimidazol-1-yl]piperidine-2,6-dione